OCC1(COC2=C1C=C(C=C2)C(=O)O)C 3-(hydroxymethyl)-3-methyl-2,3-dihydrobenzofuran-5-carboxylic acid